ethyl (S)-2-(3-((6-((1-(4-(tert-butyl)phenyl)ethyl)carbamoyl)-1,2-dimethyl-1H-indol-3-yl)methyl)phenyl)-2-methylpropanoate C(C)(C)(C)C1=CC=C(C=C1)[C@H](C)NC(=O)C1=CC=C2C(=C(N(C2=C1)C)C)CC=1C=C(C=CC1)C(C(=O)OCC)(C)C